19-amino-10,13-dioxa-6,16,20,21,24-pentaazapentacyclo[16.5.2.12,9.04,8.021,25]hexacosa-1(24),2,4(8),9(26),18(25),19,22-heptaene-7,17-dione NC=1C=2C(NCCOCCOC=3C=4C(NCC4C=C(C=4C=CN(N1)C2N4)C3)=O)=O